FC(C1=CC=C(C=C1)[C@@H]1C[C@H](C1)OC=1C=C2C(=CNC2=CC1)NC(C1=NC=CC=C1)=O)(F)F N-(5-(trans-3-(4-(trifluoromethyl)phenyl)cyclobutoxy)-1H-indol-3-yl)picolinamide